1,1-dibromo-3,3-dimethyl-butan-2-one BrC(C(C(C)(C)C)=O)Br